[K].CC1=CC=CC=2NN=NC21 4-methyl-1H-benzotriazole, potassium salt